O1C(CC1)CNC1=NC(=NC(=N1)NC1=CC=CC=C1)C1=CC=CC=C1 N2-(oxetan-2-ylmethyl)-N4,6-diphenyl-1,3,5-triazine-2,4-diamine